(S)-N1,N1-dimethyl-1-(thien-3-yl)propane-1,3-diamine CN([C@@H](CCN)C1=CSC=C1)C